5-(benzyl-oxy)-2-fluorobenzoic acid C(C1=CC=CC=C1)OC=1C=CC(=C(C(=O)O)C1)F